tert-butyl (S,E)-2-(2-(N-(tert-butoxycarbonyl)-sulfamoyl)-vinyl)pyrrolidine-1-carboxylate C(C)(C)(C)OC(=O)NS(=O)(=O)/C=C/[C@H]1N(CCC1)C(=O)OC(C)(C)C